(R)-N-(2-fluoro-3-hydroxy-3-methylbutyl)-2-(4-fluorophenyl)-8-(isopropylamino)imidazo[1,2-b]pyridazine-7-carboxamide F[C@H](CNC(=O)C1=C(C=2N(N=C1)C=C(N2)C2=CC=C(C=C2)F)NC(C)C)C(C)(C)O